O1CCOC2=NC(=CC=C21)S(=O)(=O)Cl 2,3-dihydro-[1,4]dioxino[2,3-b]pyridine-6-sulfonyl chloride